(cyclopentylmethyl)-4-(3,4-dichlorophenyl)-1-(6-methyl-2-oxo-1,2-dihydroquinoline-4-carbonyl)piperazine-2-carboxamide C1(CCCC1)CC1(N(CCN(C1)C1=CC(=C(C=C1)Cl)Cl)C(=O)C1=CC(NC2=CC=C(C=C12)C)=O)C(=O)N